C1(CC1)C=1C=NN2C(=NC(=CC21)NC[C@@H]2C[C@H](CNC2)O)NC2=CC(=CC(=C2)C)F (3R,5R)-5-(((3-cyclopropyl-7-((3-fluoro-5-methylphenyl)amino)pyrazolo[1,5-c]pyrimidin-5-yl)amino)methyl)piperidin-3-ol